C(C)OC(=O)C=1N=COC1C1=C(C=C(C=C1)Br)N 5-(2-amino-4-bromophenyl)oxazole-4-carboxylic acid ethyl ester